7-(1-(3-aminocyclohexyl)piperidin-4-yl)-5-(4-phenoxyphenyl)-7H-pyrrolo[2,3-d]pyrimidin-4-amine NC1CC(CCC1)N1CCC(CC1)N1C=C(C2=C1N=CN=C2N)C2=CC=C(C=C2)OC2=CC=CC=C2